5-fluoro-N1-(3-fluoro-4-methoxyphenyl)-N1,2-dimethylbenzene-1,3-diamine FC=1C=C(C(=C(C1)N(C)C1=CC(=C(C=C1)OC)F)C)N